[Ce].[Nb].[Mn] manganese niobium-cerium